isovaleroyl-benzoyl-methane (S)-quinuclidin-3-yl-(6-(4-methoxyphenyl)-2,2-dimethyl-1,2,3,4-tetrahydronaphthalen-1-yl)carbamate N12CC(C(CC1)CC2)N(C(O)=O)[C@H]2C(CCC1=CC(=CC=C21)C2=CC=C(C=C2)OC)(C)C.C(CC(C)C)(=O)CC(C2=CC=CC=C2)=O